FC=1C=CC=C2C=C(C=NC12)C(=O)NC(CC(C)C)(C)CC1=CC(=CC=C1)F 8-fluoro-N-[1-[(3-fluorophenyl)methyl]-1,3-dimethyl-butyl]quinoline-3-carboxamide